O=C1NC(CCC1N1C(C2=CC=C(C=C2C1)CNC(C(C1=C(C=CC=C1)OCCO)(F)F)=O)=O)=O N-((2-(2,6-dioxopiperidin-3-yl)-1-oxoisoindolin-5-yl)methyl)-2,2-difluoro-2-(2-(2-hydroxyethoxy)phenyl)acetamide